C(CCC)NC(CCCCCCCCCCCCCCCC(=O)NCC(=O)O)=O (17-(butylamino)-17-oxoheptadecanoyl)glycine